COCOCOCOCOC 2,4,6,8,10-pentaoxaundecane